FC=1C=C(C=C2CC(N(C12)C)=O)C=1C=C(C=NC1)C1=CN(C(C=C1)=O)C(C)C 7-fluoro-5-(1'-isopropyl-6'-oxo-1',6'-dihydro-[3,3'-bipyridin]-5-yl)-1-methylindolin-2-one